FC(C1=CC=C(C=N1)[C@@H]1C[C@H](CC1)N1CC2(CS(C2)(=O)=O)CC1)(F)F (Trans)-6-(3-(6-(Trifluoromethyl)pyridin-3-yl)cyclopentyl)-2-thia-6-azaspiro[3.4]octane 2,2-dioxide